C(C)(C)(C)OC(NC1=C(C=CC(=C1)C)C=O)=O (2-FORMYL-5-METHYL-PHENYL)-CARBAMIC ACID TERT-BUTYL ESTER